N2,N2,N6-tris(2-methoxyethyl)-4,8-bis(4-methoxypiperidin-1-yl)-N6-(3,4,5-trimethoxybenzyl)pyrimido[5,4-d]pyrimidine-2,6-diamine COCCN(C=1N=C(C2=C(N1)C(=NC(=N2)N(CC2=CC(=C(C(=C2)OC)OC)OC)CCOC)N2CCC(CC2)OC)N2CCC(CC2)OC)CCOC